(S)-4-benzyl-oxazolidin-2-one C(C1=CC=CC=C1)[C@@H]1NC(OC1)=O